FC1=CC2=C(N(C(N=C2N2C[C@H](N(C[C@@H]2C)C(=O)OC(C)(C)C)C)=O)C=2C(=NC=CC2C)C(C)C)N=C1C1=C(C=CC=C1)F tert-butyl (2R,5S,M)-4-(6-fluoro-7-(2-fluorophenyl)-1-(2-isopropyl-4-methylpyridin-3-yl)-2-oxo-1,2-dihydropyrido[2,3-d]pyrimidin-4-yl)-2,5-dimethylpiperazine-1-carboxylate